C(C)OC1=C(C=CC=C1)NC(CC(C)=O)=O N-(2-ethoxyphenyl)-3-oxo-butyramide